FC1=C(C=C(C(=C1)C)C1=CC(=NC(=C1)N1CCOCC1)OCCO)NC(=O)N1C[C@@H](CC1)OC(F)(F)F (3R)-N-[2-fluoro-5-[2-(2-hydroxyethoxy)-6-(morpholin-4-yl)pyridin-4-yl]-4-methylphenyl]-3-(trifluoromethoxy)pyrrolidine-1-carboxamide